(2-ethoxyphenyl)-1H-benzo[d]imidazole C(C)OC1=C(C=CC=C1)N1C=NC2=C1C=CC=C2